3β,7β-Dihydroxycholest-5-en O[C@@H]1CC2=C[C@@H]([C@H]3[C@@H]4CC[C@H]([C@@H](CCCC(C)C)C)[C@]4(CC[C@@H]3[C@]2(CC1)C)C)O